7,8-dihydro-6H-cyclopenta[e][1,2,4]triazolo[4,3-a]pyridine-4-carboxamide C1=NN=C2N1C1=C(C=C2C(=O)N)CCC1